C1(=CC=CC=C1)C1=CC=C(C=C1)C1=CC=CC=C1 para-terphenyl